FC1=CC=C(C=N1)C1=NN(C2=CC=CC=C12)C1OCCCC1 3-(6-fluoro-3-pyridinyl)-1-tetrahydropyran-2-yl-indazole